2-(5-(5-(2-chloro-phenyl)-1,2,4-oxadiazol-3-yl)-1H-benzo[d][1,2,3]triazol-1-yl)-2-methylpropan-1-ol ClC1=C(C=CC=C1)C1=NC(=NO1)C1=CC2=C(N(N=N2)C(CO)(C)C)C=C1